5-(2-((6,7-dichloroisoquinolin-3-yl)amino)ethyl)-N-hydroxyisoxazole-3-carboxamide ClC=1C=C2C=C(N=CC2=CC1Cl)NCCC1=CC(=NO1)C(=O)NO